(1r,4r)-ethyl 4-(tosyloxy)cyclohexanecarboxylate S(=O)(=O)(C1=CC=C(C)C=C1)OC1CCC(CC1)C(=O)OCC